4-{(3S,5aR,6R,7R,8aS)-6-[(1E,3R)-4-(3-fluorophenoxy)-3-hydroxy-1-buten-1-yl]-7-hydroxyoctahydro-2H-cyclopenta[b]oxepin-3-yl}butanoic acid FC=1C=C(OC[C@@H](/C=C/[C@H]2[C@@H](C[C@@H]3OC[C@H](CC[C@@H]32)CCCC(=O)O)O)O)C=CC1